BrC=1C=C(C=NC1)C(C(F)(F)F)(O)O 1-(5-bromo-3-pyridyl)-2,2,2-trifluoro-ethane-1,1-diol